C([2H])([2H])([2H])N(C(CN1C(COC2=C(C1=O)OC1=C2C=C(C=C1)Cl)(C(=O)O)C)=O)C([2H])([2H])[2H] 4-(2-(bis(methyl-d3)amino)-2-oxoethyl)-9-chloro-3-methyl-5-oxo-2,3,4,5-tetrahydrobenzofuro[2,3-f][1,4]oxazepine-3-carboxylic acid